2-(4-Cyclopropoxy-3-fluorophenyl)-3-(2-methylpyridin-4-yl)imidazo[1,2-a]pyrimidine C1(CC1)OC1=C(C=C(C=C1)C=1N=C2N(C=CC=N2)C1C1=CC(=NC=C1)C)F